1-Nonyl-4-ethylpiperidinium methanesulfonate CS(=O)(=O)[O-].C(CCCCCCCC)[NH+]1CCC(CC1)CC